2-fluoro-5-[(4-fluoro)benzyl]pyrimidin-2-ol FC1(NC=C(C=N1)CC1=CC=C(C=C1)F)O